ClCC=1NC(C2=C(N1)N(N=C2)C2=C(C=C(C=C2)F)F)=O 6-(chloromethyl)-1-(2,4-difluorophenyl)-5H-pyrazolo[3,4-d]pyrimidin-4-one